5-(2,6-dibromo-4-nitrophenoxy)-3-isopropyl-1-p-toluenesulfonyl-1H-pyrrolo[3,2-b]pyridine BrC1=C(OC2=CC=C3C(=N2)C(=CN3S(=O)(=O)C3=CC=C(C)C=C3)C(C)C)C(=CC(=C1)[N+](=O)[O-])Br